8-(5-methyl-2-furyl)-5-prop-2-enoyl-2-oxa-5,8-diazaspiro[3.5]-nonan-7-one CC1=CC=C(O1)N1C(CN(C2(COC2)C1)C(C=C)=O)=O